FC(CN1C(=NC=2C1=NC(=CC2)C=2C=CN1N=C(N=C(C12)NC)N[C@@H]1CN(C[C@@H]1F)C1COC1)C)F 5-(3-(2,2-Difluoroethyl)-2-methyl-3H-imidazo[4,5-b]pyridin-5-yl)-N2-((3R,4S)-4-fluoro-1-(oxetan-3-yl)pyrrolidin-3-yl)-N4-methylpyrrolo[2,1-f][1,2,4]triazine-2,4-diamine